CC1=NN2C(N=CC(=C2)N=C(C2=CC=CC=C2)C2=CC=CC=C2)=N1 N-(2-methyl-[1,2,4]triazolo[1,5-a]pyrimidin-6-yl)-1,1-diphenylmethanimine